CN1N=C2C=CC(=CC2=C1)C=1SC2=C(N1)C=CC(=C2)C2CCN(CC2)C 2-(2-Methyl-2H-indazol-5-yl)-6-(1-methylpiperidin-4-yl)-1,3-benzothiazol